C(C1=CC=CS1)=O thiofurfural